CS(=O)(=O)C=1C=2N(C=CC1)C=CN2 8-(methylsulfonyl)imidazo[1,2-a]pyridine